Cl.FC(C1CNCC1)(F)F 3-(Trifluoromethyl)pyrrolidine hydrochloride